C(C1=CC=CC=C1)C1(CC1)NCCC1=CNC2=C(C=C(C(=C12)OCC1=CC=CC=C1)F)Br benzyl-N-(2-(4-(benzyloxy)-7-bromo-5-fluoro-1H-indol-3-yl)ethyl)cyclopropanamine